Nickel-platinum [Pt].[Ni]